2-(2-chloro-6-fluorophenyl)-6-(4-ethyl-3-(hydroxymethyl)-5-oxo-4,5-dihydro-1H-1,2,4-triazol-1-yl)-4-isopropylphthalazin-1(2H)-one ClC1=C(C(=CC=C1)F)N1C(C2=CC=C(C=C2C(=N1)C(C)C)N1N=C(N(C1=O)CC)CO)=O